N,N-dimethylformamide dipropyl acetal CCCOC(N(C)C)OCCC